3-(6-Fluoro-2,3-dimethylphenyl)butanoic acid methyl ester COC(CC(C)C1=C(C(=CC=C1F)C)C)=O